CC1(C(CCC2(OCC3=CC=CC=C3C2)C1)=O)C 5,5-dimethyl-4-oxospiro[cyclohexane-1,3'-isochroman]